(2S)-2-[(5-chloro-1H-pyrrolo[2,3-c]pyridine-2-carbonyl)amino]-3-phenylpropanoic acid ClC=1C=C2C(=CN1)NC(=C2)C(=O)N[C@H](C(=O)O)CC2=CC=CC=C2